C(#N)C=1C=CC(=NC1OCCN(C)C)NC(=O)C1=CC=C(C=C1)C1=C(C=C(C=C1)C1=NOC(=N1)C)F N-(5-Cyano-6-(2-(dimethylamino)ethoxy)pyridin-2-yl)-2'-fluoro-4'-(5-methyl-1,2,4-oxadiazol-3-yl)-[1,1'-biphenyl]-4-carboxamid